FC1=CC(=C(OC=2N=NC(=CC2C(=O)NC=2C=C(C=CC2)[S@@](=O)(C)=NC(OC(C)(C)C)=O)C(F)(F)F)C=C1)OC tert-butyl (S)-((3-(3-(4-fluoro-2-methoxyphenoxy)-6-(trifluoromethyl)pyridazine-4-carboxamido)phenyl)(methyl)(oxo) λ6-sulfaneylidene)carbamate